CC1=NC(=CC(=C1)C=1C=C(C=CC1NC1CCC(CC1)C)NS(=O)(=O)CC)C N-(3-(2,6-dimethylpyridin-4-yl)-4-(((1r,4r)-4-methylcyclohexyl)amino)phenyl)ethanesulfonamide